FC1=C(C(=CC=C1)CN(C)C1(CCN(CC1)C(=O)OC(C(F)(F)F)C(F)(F)F)C)C1(CCCC1)C(=O)O 1-(2-Fluoro-6-{[(1-{[(1,1,1,3,3,3-hexafluoropropan-2-yl)oxy]carbonyl}-4-methylpiperidin-4-yl)(methyl)amino]methyl}phenyl)cyclopentane-1-carboxylic acid